tert-butyl (3S,5S)-3-[(8-carbamoyl-6-{3,5-difluoro-4-[(4-hydroxytetrahydropyran-4-yl) methoxy] phenyl} pyrido[3,2-d]pyrimidin-4-yl) amino]-5-fluoropiperidin-1-carboxylate C(N)(=O)C1=CC(=NC2=C1N=CN=C2N[C@@H]2CN(C[C@H](C2)F)C(=O)OC(C)(C)C)C2=CC(=C(C(=C2)F)OCC2(CCOCC2)O)F